CC1=NC=C2COCCN21 3-methyl-5,6-dihydro-8H-imidazo[5,1-c][1,4]oxazin